6-fluoro-tetrahydro-pyrrolo[1,2-c]pyrimidine FC=1C=C2N(CNCC2)C1